C(C1=CC=CC=C1)[GeH3] benzylgermane